CC1CN(CCN1)C1=CC=C(C(=O)N)C=C1 4-(3-methylpiperazin-1-yl)benzamide